O=C([C@@H](O)[C@H](O)CO)[O-].[Fe+3].O=C([C@@H](O)[C@H](O)CO)[O-].O=C([C@@H](O)[C@H](O)CO)[O-] ferric threonate